(6S)-6-[2-Chloro-3-(4-fluoro-3-methylanilino)phenyl]-2-imino-6-methyl-3-(tetrahydropyran-4-yl)hexahydropyrimidin-4-one ClC1=C(C=CC=C1NC1=CC(=C(C=C1)F)C)[C@@]1(CC(N(C(N1)=N)C1CCOCC1)=O)C